Cl[Si](C([Si](Cl)(Cl)Cl)C)(Cl)Cl 1,1,1,3,3,3-hexachloro-2-methyl-1,3-disilapropane